N=1CN=C2C1C=C1N=CC=NC1=C2 2H-imidazo[4,5-g]quinoxaline